N-(6-amino-2,3-difluorophenyl)-2-((4-methoxybenzyl)(6-(4-oxopiperidin-1-yl)-3-(trifluoromethyl)imidazo[1,2-b]pyridazin-8-yl)amino)acetamide NC1=CC=C(C(=C1NC(CN(C=1C=2N(N=C(C1)N1CCC(CC1)=O)C(=CN2)C(F)(F)F)CC2=CC=C(C=C2)OC)=O)F)F